N-[3-chloro-4-[4-[(2S,3S)-3-hydroxy-1,1-dimethyl-pyrrolidin-1-ium-2-carbonyl]piperazine-1-carbonyl]phenyl]-5-(2,3-difluoro-4-methoxy-phenyl)-1-methyl-imidazole-2-carboxamide ClC=1C=C(C=CC1C(=O)N1CCN(CC1)C(=O)[C@H]1[N+](CC[C@@H]1O)(C)C)NC(=O)C=1N(C(=CN1)C1=C(C(=C(C=C1)OC)F)F)C